Methyl 1-(3-(1-methylpiperidin-4-yl) propyl)-1H-pyrazole-3-carboxylate CN1CCC(CC1)CCCN1N=C(C=C1)C(=O)OC